1-(3-fluoro-5-methyl-4-(3-(1-methyl-1H-pyrazol-4-yl)-1H-pyrazolo[3,4-c]pyridin-5-yl)benzylamino)-2-methylpropan-2-ol FC=1C=C(CNCC(C)(O)C)C=C(C1C=1C=C2C(=CN1)NN=C2C=2C=NN(C2)C)C